[Cd].[Zn].[Cu] copper-zinc-cadmium